ethyl 8-chloro-2-(trifluoromethyl)-1,7-naphthyridine-3-carboxylate ClC=1N=CC=C2C=C(C(=NC12)C(F)(F)F)C(=O)OCC